3-amino-6-chloro-5-methyl-1H-pyrazolo[4,3-c][1,7]naphthyridin-4-one NC1=NNC2=C1C(N(C=1C(=NC=CC21)Cl)C)=O